4-bromo-6-methyl-1,2-dihydropyridin-2-one BrC1=CC(NC(=C1)C)=O